ClC1=C(C=C(C=C1)F)C1=CC=C(N=N1)NC1C[C@@H]2[C@@H](CN(C2)C2CCC(CC2)(C)C)C1 (3aR,5s,6aS)-N-(6-(2-chloro-5-fluorophenyl)pyridazin-3-yl)-2-(4,4-dimethylcyclohexyl)octahydrocyclopenta[c]pyrrol-5-amine